N1=C(C(=CC=C1)C(=O)N1[C@@H]2[C@@H](C[C@H](C1)C2)NC2=NC=C(N=C2)C(F)(F)F)C2=NC=CC=C2 [2,2'-bipyridin]-3-yl((1S,4S,6R)-6-((5-(trifluoromethyl)pyrazin-2-yl)amino)-2-azabicyclo[2.2.1]heptan-2-yl)methanone